1,4-bis-(t-butylperoxy)diisopropylbenzene C(C)(C)(C)OOC1=C(C(=C(C=C1)OOC(C)(C)C)C(C)C)C(C)C